N-[4-(3-aminoazetidin-1-yl)pyridin-2-yl]-7-[6-(morpholin-4-yl)-9H-purin-8-yl]-7-azaspiro[3.5]nonan-2-amine NC1CN(C1)C1=CC(=NC=C1)NC1CC2(C1)CCN(CC2)C=2NC1=NC=NC(=C1N2)N2CCOCC2